C(C1=CC=CC=C1)OCC1OCC(CNC1)=C ((benzyloxy)methyl)-6-methylene-1,4-oxazepane